2-[[6-[5-ethyl-3-methyl-4-oxo-6-(trifluoromethyl)imidazo[4,5-c]pyridin-2-yl]-5-ethylsulfanyl-3-pyridinyl]oxy]acetonitrile C(C)N1C(C2=C(C=C1C(F)(F)F)N=C(N2C)C2=C(C=C(C=N2)OCC#N)SCC)=O